ClC1=CC=C(C=C1)[C@@H](CN1CCNCC1)NS(=O)(=O)C=1C=NC(=CC1)OC(C)C (S)-N-(1-(4-chlorophenyl)-2-(piperazin-1-yl)ethyl)-6-isopropoxypyridine-3-sulfonamide